3-((5-ethoxypyridin-2-yl)methylene)-6-(3-(4-fluorobenzoyl)benzylidene)piperazine-2,5-dione C(C)OC=1C=CC(=NC1)C=C1C(NC(C(N1)=O)=CC1=CC(=CC=C1)C(C1=CC=C(C=C1)F)=O)=O